pentafluoropropionic acid FC(C(C(=O)O)(F)F)(F)F